1-Acetyl-5-(2-methylpyridin-3-yl)-7-(trifluoromethyl)imidazo[1,2-a]Quinoxaline-4(5H)-on C(C)(=O)C1=CN=C2N1C1=CC=C(C=C1N(C2=O)C=2C(=NC=CC2)C)C(F)(F)F